BrC1=C(C(=CC(=C1)C(C(F)(F)F)(C(F)(F)F)F)Cl)NC(C1=C(C(=CC=C1)N(C(=O)C1=CC=NC=C1)CC)OC)=O N-[2-bromo-6-chloro-4-(1,1,1,2,3,3,3-heptafluoropropan-2-yl)phenyl]-3-{ethyl-[(pyridin-4-yl)carbonyl]amino}-2-methoxybenzamide